CC1OCCC(C1)N1N=CC(=C1)N (2-methyltetrahydro-2H-pyran-4-yl)-1H-pyrazol-4-amine